N-[(1R)-tetrahydronaphthalen-1-yl]-3,4-dihydro-1H-isoquinoline-3-carboxamide trihydrochloride Cl.Cl.Cl.[C@H]1(CCCC2=CC=CC=C12)NC(=O)C1NCC2=CC=CC=C2C1